2-[[3-(dimethylamino)propyl]methylamino]ethanol CN(CCCN(CCO)C)C